5-(3-(2-(3-methoxyphenyl)ethynyl)phenoxy)-1H-1,2,3-triazole-4-carboxylic acid COC=1C=C(C=CC1)C#CC=1C=C(OC2=C(N=NN2)C(=O)O)C=CC1